C(C)(C)(C)OC(=O)N1C2CCC1CC2 7-aza-bicyclo[2.2.1]heptane-7-carboxylic acid tert-butyl ester